N-[2-chloro-6-(2,2,2-trifluoroacetyl)phenyl]-4-methoxy-benzamide ClC1=C(C(=CC=C1)C(C(F)(F)F)=O)NC(C1=CC=C(C=C1)OC)=O